C(C)(C)(C)C=1C=CC(=C(C1)[C@H](C)NC(=O)C1=CC=C2C(=C(N(C2=C1)CC(C)C)C)CC=1C=C(OC(C(=O)O)(C)C)C=CC1)F (S)-2-(3-((6-((1-(5-(tert-butyl)-2-fluorophenyl)ethyl)carbamoyl)-1-isobutyl-2-methyl-1H-indol-3-yl)methyl)phenoxy)-2-methylpropanoic acid